ClC1=C(C=C(C=C1)NC(=O)N1C2CC(CC1C2)C)[C@@H]2C[C@H](C2)O cis-N-(4-chloro-3-(trans-3-hydroxycyclobutyl)phenyl)-3-methyl-6-azabicyclo[3.1.1]heptane-6-carboxamide